FC=1C=2N(C=C(C1)C1=CNC=3N=C(N=CC31)NC(C)C)N=CN2 5-(8-fluoro-[1,2,4]triazolo[1,5-a]pyridin-6-yl)-N-isopropyl-7H-pyrrolo[2,3-d]pyrimidin-2-amine